C(C1CO1)OC(=O)C1C(CC=CC1)C(=O)OCC1CO1 4-cyclohexene-1,2-dicarboxylic acid diglycidyl ester